2-(2-methyl-1H-indol-3-yl)ethan-1-aminium hydrogen oxalate C(C(=O)[O-])(=O)O.CC=1NC2=CC=CC=C2C1CC[NH3+]